5-formylaniline C(=O)C=1C=CC=C(N)C1